C(C)N1C[C@@H](CCC1)NC1=NN=C(C(N1C)=O)C=1C(=C2CCCC2=CC1C)O 3-[[(3R)-1-ethyl-3-piperidinyl]amino]-6-(4-hydroxy-6-methyl-indan-5-yl)-4-methyl-1,2,4-triazin-5-one